ClC1=C(C=C(C=C1)N1CCN(CC1)C1=CC(=C(N)C=C1F)OC)C1CC1 4-[4-(4-chloro-3-cyclopropyl-phenyl)piperazin-1-yl]-5-fluoro-2-methoxy-aniline